N1(C=NC=C1)C1=CC(=CC(=N1)C(=O)NC1CCN(CC1)S(=O)(=O)CCC)C 6-(1H-imidazol-1-yl)-4-methyl-N-(1-(propylsulfonyl)piperidin-4-yl)picolinamide